(S,E)-methyl 7-(1-(2-(2-adamantylamino)-2-oxoethyl)-2-oxo-1,2-dihydropyridin-3-ylamino)-7-oxo-6-(quinuclidine-3-carboxamido)hept-2-enoate C12C(C3CC(CC(C1)C3)C2)NC(CN2C(C(=CC=C2)NC([C@H](CC/C=C/C(=O)OC)NC(=O)C2CN3CCC2CC3)=O)=O)=O